(1R,4S,12aR)-N-(2-fluoro-3-methylbenzyl)-7-hydroxy-6,8-dioxo-1,2,3,4,6,8,12,12a-octahydro-1,4-methanodipyrido[1,2-a:1',2'-d]pyrazine-9-carboxamide FC1=C(CNC(=O)C=2C(C(=C3N(C[C@@H]4N(C3=O)[C@H]3CC[C@@H]4C3)C2)O)=O)C=CC=C1C